1-(cyclohexyl(decanoyloxy)methyl)-5-(4-(hexyloxy)-1,2,5-thiadiazol-3-yl)-1-methyl-1,2,3,6-tetrahydropyridin-1-ium iodide Cyclohexyliodomethyl-decanoate C1(CCCCC1)C(C(=O)[O-])(CCCCCCCC)CI.[I-].C1(CCCCC1)C([N+]1(CCC=C(C1)C1=NSN=C1OCCCCCC)C)OC(CCCCCCCCC)=O.C1(CCCCC1)C(OC(CCCCCCCCC)=O)[N+]1(CCC=C(C1)C1=NSN=C1OCCCCCC)C